2-cyclopropylethanol C1(CC1)CCO